C(CCC)N([Li])CCCC dibutyl-aminolithium